COC1=CC=C(C=C1)C(OCCC(=O)O)(C1=CC=CC=C1)C1=CC=C(C=C1)OC 3-(bis(4-methoxyphenyl)(phenyl)methoxy)propionic acid